p-tertbutylbenzoic acid C(C)(C)(C)C1=CC=C(C(=O)O)C=C1